C1(CC1)N1N=C2C(=CC=C(C2=C1)N1CCN(CC1)C(=O)OC(C)(C)C)C(NC=1C=C(C=2N(C1)C=C(N2)C)F)=O tert-butyl 4-[2-cyclopropyl-7-({8-fluoro-2-methylimidazo[1,2-a]pyridin-6-yl} carbamoyl)indazol-4-yl]piperazine-1-carboxylate